6-(2-hydroxy-2-methylpropoxy)-4-(6-((3aR,4S,7R,7aS)-8-(6-methoxynicotinoyl)hexahydro-1H-4,7-epiminoisoindol-2(3H)-yl)pyridin-3-yl)pyrazolo[1,5-a]pyridine-3-carbonitrile OC(COC=1C=C(C=2N(C1)N=CC2C#N)C=2C=NC(=CC2)N2C[C@H]1[C@H]3CC[C@@H]([C@H]1C2)N3C(C3=CN=C(C=C3)OC)=O)(C)C